phenyl (3-methoxy-4-methylphenyl)carbamate COC=1C=C(C=CC1C)NC(OC1=CC=CC=C1)=O